ClC1=C(C(=CC=C1)C)NC(=O)C1=CN=C(S1)NC1=NC(=NC(=C1)N1CCN(CC1)CC1=C(C=CC=C1)C1C(NC(CC1)=O)=O)C N-(2-chloro-6-methylphenyl)-2-((6-(4-(2-(2,6-dioxopiperidin-3-yl)benzyl)piperazin-1-yl)-2-methylpyrimidin-4-yl)amino)thiazole-5-carboxamide